C1(CC1)C=1C(=CC(=C(CN2CCC3(CN(C(N3)=O)C3=CC=C(C(=O)NCCCS(=O)(=O)O)C=C3)CC2)C1)OCC)C1=NC(=NO1)C 3-(4-(8-(5-cyclopropyl-2-ethoxy-4-(3-methyl-1,2,4-oxadiazol-5-yl)benzyl)-2-oxo-1,3,8-triazaspiro[4.5]decan-3-yl)benzamido)propane-1-sulfonic acid